CC1=CC=C(C=C1)C(C)(C)O 2-(4-methyl-phenyl)propan-2-ol